COC1=C(C=CC=C1)C1=CC=C(N=N1)N1CC(CCC1)NCC1=CC=C(C=C1)C 1-(6-(2-methoxyphenyl)pyridazin-3-yl)-N-(4-methylbenzyl)piperidin-3-amine